9-phenyl-9'-(4-phenylquinazolin-2-yl)-9H,9'H-3,3'-bicarbazole C1(=CC=CC=C1)N1C2=CC=CC=C2C=2C=C(C=CC12)C=1C=CC=2N(C3=CC=CC=C3C2C1)C1=NC2=CC=CC=C2C(=N1)C1=CC=CC=C1